N-(3-bromo-5-(methylsulfonyl)phenyl)-4-(2-hydroxyphenyl)-5-methylthiophene-2-carboxamide BrC=1C=C(C=C(C1)S(=O)(=O)C)NC(=O)C=1SC(=C(C1)C1=C(C=CC=C1)O)C